zirconium isopropoxide tris(ethylacetoacetate) C(C)CC(CC(=O)[O-])=O.C(C)CC(CC(=O)[O-])=O.C(C)CC(CC(=O)[O-])=O.CC([O-])C.[Zr+4]